N1=CC=C(C=C1)C1=C(C=CC=C1)C=1SC=2N=C(SC2N1)C1=C(C=CC=C1)C1=CC=NC=C1 2,5-di(4-pyridylphenyl)thiazolo[5,4-d]thiazole